1-methyl-4-((6-((2-methyl-6-(trifluoromethyl)pyridin-3-yl)sulfonyl)-2,6-diazaspiro[3.3]heptan-2-yl)methyl)-1H-pyrrole-2-carbonitrile CN1C(=CC(=C1)CN1CC2(C1)CN(C2)S(=O)(=O)C=2C(=NC(=CC2)C(F)(F)F)C)C#N